ClC1=NC=C(C(=N1)NCC1=CC=C(C=C1)C1=NC=C(C=C1)C(F)(F)F)OC 2-chloro-5-methoxy-N-(4-(5-(trifluoromethyl)pyridin-2-yl)benzyl)pyrimidin-4-amine